(5S,7S)-2-(((S)-2,2-difluorocyclopropyl)sulfonyl)-7-fluoro-5-phenyl-6,7-dihydro-5H-pyrrolo[1,2-b][1,2,4]triazole FC1([C@H](C1)S(=O)(=O)C=1N=C2N(N1)[C@@H](C[C@@H]2F)C2=CC=CC=C2)F